4-(3-cyano-3-methylazetidin-1-yl)-N-(quinolin-8-yl)picolinamide C(#N)C1(CN(C1)C1=CC(=NC=C1)C(=O)NC=1C=CC=C2C=CC=NC12)C